ClC1=C(C=CC=C1)C=1N=C(SC1)C=1C(=C(C(=O)N)C=CC1N1CCOCC1)OC (4-(2-chlorophenyl)thiazol-2-yl)-2-methoxy-4-morpholinobenzamide